1,7-diisopropylnaphthalene C(C)(C)C1=CC=CC2=CC=C(C=C12)C(C)C